C[C@]12CC[C@H]3[C@@H](CCC4CCCC[C@]34C)[C@H]1CC[C@@H]2C=2COC(=O)C2 Cardenolid